(1s,4s)-4-(8-(2-chloro-6-fluorophenylamino)-2-(3,3-difluorocyclobutylamino)-9H-purin-9-yl)cyclohexanecarboxamide ClC1=C(C(=CC=C1)F)NC=1N(C2=NC(=NC=C2N1)NC1CC(C1)(F)F)C1CCC(CC1)C(=O)N